6-Methoxy-4-(1-methylpiperidin-4-yl)-N-(4-phenylbutyl)-1H-benzo[d]imidazole-1-carboxamide COC=1C=C(C2=C(N(C=N2)C(=O)NCCCCC2=CC=CC=C2)C1)C1CCN(CC1)C